C(C)(C)(C)OC([C@H](CNC(C)C=1C=C2CCN(C2=CC1)C1=NOC(=N1)C=1C=NC(=C(C1)C#N)OC(C)C)C(C)(C)C)=O tert-butyl-(S)-3-((1-(1-(5-(5-cyano-6-isopropoxypyridin-3-yl)-1,2,4-oxadiazol-3-yl)-2,3-diHydroindol-5-yl)ethyl)amino)propionic acid tert-butyl ester